FC1([C@H](C12CCN(CC2)S(=O)(=O)N)C2=NOC(=N2)C=2C1=C(N(N2)C)CCC1)F (2R)-1,1-difluoro-2-[5-(1-methyl-1,4,5,6-tetrahydrocyclopenta[c]pyrazol-3-yl)-1,2,4-oxadiazol-3-yl]-6-azaspiro[2.5]octane-6-sulfonamide